FC1=C(C(=CC=C1)F)C1=CC(=C(N=N1)C(=O)N)NC1=CC=C(C=C1)C(C(=O)N1CCN(CC1)C)(C)C 6-(2,6-difluorophenyl)-4-((4-(2-methyl-1-(4-methylpiperazin-1-yl)-1-oxopropan-2-yl)phenyl)amino)pyridazine-3-carboxamide